2-propionylamino-4,7-dihydro-5H-thieno[2,3-c]pyran-3-carboxylic acid C(CC)(=O)NC1=C(C2=C(COCC2)S1)C(=O)O